[C@@H]1([C@H](O)[C@H](O)[C@@H](O)[C@@H](O1)C)O[C@@H](C=O)[C@@H](O)[C@H](O)[C@H](O)CO α-rhamnosyl-(1→2)glucose